O[C@H](C)C(CCCCCCC)=O (2R)-2-hydroxy-3-decanone